FC1(CC1)C=1N=C2SC(=NN2C1CN1CC(=CC1=O)CC(F)(F)F)COC 1-[[6-(1-fluorocyclopropyl)-2-(methoxymethyl)imidazo[2,1-b][1,3,4]thiadiazol-5-yl]methyl]-3-(2,2,2-trifluoroethyl)-2H-pyrrol-5-one